2-[5-[(1S)-1-[[3-chloro-5-(trifluoromethyl)benzoyl]amino]ethyl]-3-methyl-1,2,4-triazol-1-yl]thiazole-5-carboxylic acid methyl ester COC(=O)C1=CN=C(S1)N1N=C(N=C1[C@H](C)NC(C1=CC(=CC(=C1)C(F)(F)F)Cl)=O)C